(R)-N-((S)-1'-(4-cyano-6-methylpyrimidin-2-yl)-5-methoxy-1,3-dihydrospiro[indene-2,4'-piperidine]-3-yl)-2-methylpropane-2-sulfinamide C(#N)C1=NC(=NC(=C1)C)N1CCC2(CC1)CC1=CC=C(C=C1[C@H]2N[S@](=O)C(C)(C)C)OC